N-[1-(3-aminophenyl)-5-methyl-pyrazol-3-yl]-1H-indazol-5-amine NC=1C=C(C=CC1)N1N=C(C=C1C)NC=1C=C2C=NNC2=CC1